[4-[(E)-3-[2-(2,4-diaminophenyl)ethoxy]-3-oxo-prop-1-enyl]phenyl] 4-(4-ethylcyclohexyl)cyclohexanecarboxylate C(C)C1CCC(CC1)C1CCC(CC1)C(=O)OC1=CC=C(C=C1)\C=C\C(=O)OCCC1=C(C=C(C=C1)N)N